[Na+].N[C@@H](CCC(=O)O)C(=O)[O-] glutamic acid monosodium salt